C(C)(=O)O[C@@H]1[C@@H](O[C@H]([C@H]([C@H]1OC(C)=O)OC(C)=O)C)OC1=CC=C(C=C1)CCl (2S,3S,4R,5R,6S)-2-(4-(chloromethyl) phenoxy)-6-methyltetrahydro-2H-pyran-3,4,5-triyl triacetate